C1(CC1)COC=1C=C(C=CC1)CCCN 3-(3-(cyclopropylmethoxy)phenyl)propan-1-amine